O=C1NC(CCC1N1C(N(C2=C1C=CC=C2CCC)C)=O)=O 3-(1-(2,6-dioxopiperidin-3-yl)-3-methyl-2-oxo-2,3-dihydro-1H-benzo[d]imidazol-4-yl)propan